C(C1=CC=CC=C1)(=O)C1OC(OC1C1=CC=C(C=C1)OC)=O 4-benzoyl-5-(4-methoxyphenyl)-1,3-dioxolan-2-one